(3R,4R)-1-(1-((5-chloropyrimidin-2-yl)methyl)-5-fluoro-1H-benzo[d]imidazol-2-yl)-4-fluoropiperidin-3-amine ClC=1C=NC(=NC1)CN1C(=NC2=C1C=CC(=C2)F)N2C[C@H]([C@@H](CC2)F)N